N[C@H]1CN(C[C@@H](C1)F)C(=O)C1=CC2=C(N(C(=N2)C2=CC=3C(=NC(=CC3)C3=CC=C4C(=NC=NC4=C3)O)N2CC2CC2)C)C(=C1)OC 7-(2-{5-[(3R,5R)-3-amino-5-fluoropiperidine-1-carbonyl]-7-methoxy-1-methyl-1H-1,3-benzodiazol-2-yl}-1-(cyclopropylmethyl)-1H-pyrrolo[2,3-b]pyridin-6-yl)quinazolin-4-ol